ClC1=NN2C(N=CC3=C2C(CC3C(=O)NC=3C=NC(=C(C3)C(F)F)C(N(C)C3CC3)=O)(C)C)=C1 2-chloro-N-(6-(cyclopropyl(methyl)carbamoyl)-5-(difluoromethyl)pyridin-3-yl)-8,8-dimethyl-7,8-dihydro-6H-cyclopenta[e]pyrazolo[1,5-a]pyrimidine-6-carboxamide